6-ethoxy-(benzothiazole) C(C)OC1=CC2=C(N=CS2)C=C1